Cl.N(=[N+]=[N-])C[C@@H](N)C1=CC(=CC=C1)Cl (S)-2-azido-1-(3-chlorophenyl)ethanamine hydrochloride